C(C=C)(=O)OCCC(C(=O)O)(CC(=O)O)CCOCCOC1=CC=C(C=C1)C(C1=CC=CC=C1)=O 2-acryloyloxyethyl-(2-(2-(4-benzoylphenoxy)ethoxy)ethyl)succinic acid